(S)-N-(5-(2-((2,3-dihydro-1H-inden-2-yl)amino)pyrimidin-5-yl)thiazol-2-yl)-4,5,6,7-tetrahydro-1H-benzo[d][1,2,3]triazole-5-carboxamide C1C(CC2=CC=CC=C12)NC1=NC=C(C=N1)C1=CN=C(S1)NC(=O)[C@@H]1CC2=C(NN=N2)CC1